N-(3-(1H-pyrrolo[2,3-b]pyridin-5-yl)phenethyl)-3-fluorobenzamide N1C=CC=2C1=NC=C(C2)C=2C=C(CCNC(C1=CC(=CC=C1)F)=O)C=CC2